BrCC1=CC=C(C=C1)C(C(=O)O)C (4-bromomethylphenyl)propionic acid